NC1=CC=C(C=C1)S(=O)(=O)N1CCN(CC1)C(=O)OC(C)(C)C Tert-butyl 4-(4-aminophenyl)sulfonylpiperazine-1-carboxylate